O(C#N)C1=CC=CC2=CC=CC(=C12)OC#N 1,8-dicyanatonaphthalene